tert-butyl 3-((3-(2-(2,6-dioxopiperidin-3-yl)-1-oxoisoindolin-4-yl)prop-2-yn-1-yl)oxy)propanoate O=C1NC(CCC1N1C(C2=CC=CC(=C2C1)C#CCOCCC(=O)OC(C)(C)C)=O)=O